1-methyl-3-(1-octadecyl-nonadecyl)-3H-imidazol-1-ium chloride [Cl-].C[N+]1=CN(C=C1)C(CCCCCCCCCCCCCCCCCC)CCCCCCCCCCCCCCCCCC